2,5-dihydroxyterephthalic acid tetralithium salt [Li+].[Li+].[Li+].[Li+].OC1=C(C(=O)[O-])C=C(C(=C1)C(=O)[O-])O.OC1=C(C(=O)[O-])C=C(C(=C1)C(=O)[O-])O